rac-N-[(3S,4R)-7-methyl-4-({[(1s,4S)-4-(3-methylphenyl)cyclohexyl]oxy}methyl)-6-oxo-1,3,4,6-tetrahydro-2H-quinolizin-3-yl]methanesulfonamide CC=1C(N2[C@H]([C@H](CCC2=CC1)NS(=O)(=O)C)COC1CCC(CC1)C1=CC(=CC=C1)C)=O |r|